3-hydroxy-5-[(E)-2-(4-hydroxyphenyl)ethenyl]phenyl α-D-xylopyranoside O([C@@H]1[C@H](O)[C@@H](O)[C@H](O)CO1)C1=CC(=CC(=C1)\C=C\C1=CC=C(C=C1)O)O